CC(C)(C)[O-].[Ti+4].CC(C)(C)[O-].CC(C)(C)[O-].CC(C)(C)[O-] Titanium(IV) tert-butoxide